((trimethylsilyl)oxy)-3-azaspiro[5.5]undec-8-ene-3-carboxylic acid tert-butyl ester C(C)(C)(C)OC(=O)N1CC(C2(CC1)CC=CCC2)O[Si](C)(C)C